ClC=1C=C(C[C@H](N)C(=O)O)C=C(C1O)Cl 3,5-dichloro-L-tyrosine